(R)-2-(3-((R)-2,2-dimethyl-1,3-dioxolan-4-yl)phenyl)-7-((2-hydroxyethyl)sulfonyl)-N',2,6,6-tetramethylheptanehydrazide CC1(OC[C@H](O1)C=1C=C(C=CC1)[C@](C(=O)NNC)(CCCC(CS(=O)(=O)CCO)(C)C)C)C